COC(=O)C1=NOC(=C1)[C@@H]1[C@H](C1)F.C1(CCCC1)C(C(=O)OC1CN(CC1)C)(C1=CC=CC=C1)O 3-[(cyclopentyl-hydroxyphenylacetyl)oxy]-1-methyl-pyrrolidine methyl-5-((1R,2S)-2-fluorocyclopropyl)isoxazole-3-carboxylate